Methyl (2E)-2-methoxyimino-2-[3-methyl-2-[[E-1-[5-(trifluoromethyl)thiazol-2-yl]ethylideneamino]oxymethyl]phenyl]acetate CO\N=C(\C(=O)OC)/C1=C(C(=CC=C1)C)CO/N=C(\C)/C=1SC(=CN1)C(F)(F)F